NC=1C(=C(C=C2C=C(N=CC12)NC(=O)[C@H]1[C@@H](C1)C#N)N1C(OC[C@@H]1C)=O)F trans-N-(8-amino-7-fluoro-6-((S)-4-methyl-2-oxooxazolidin-3-yl)isoquinolin-3-yl)-2-cyanocyclopropane-1-carboxamide